CN1C(=NC(=C1)C(F)(F)F)C1=CC=C(C=C1)C1=NOC(=N1)C1=C(C=C(C=C1)F)C1=C(C(=CC=C1)F)F 3-(4-(1-methyl-4-(trifluoromethyl)-1H-imidazol-2-yl)phenyl)-5-(2',3',5-trifluoro-[1,1'-biphenyl]-2-yl)-1,2,4-oxadiazole